C1(CCCCC1)NC1=NC=CC(=C1)C(=O)OC(C)(C)C tert-Butyl 2-(cyclohexylamino)pyridine-4-carboxylate